OCC1C2CN(CC12)C(=O)OC(C)(C)C tert-butyl exo-6-(hydroxymethyl)-3-azabicyclo[3.1.0]hexane-3-carboxylate